2-(4-bromo-5-ethoxy-pyrazol-1-yl)-N,N-dimethyl-ethylamine BrC=1C=NN(C1OCC)CCN(C)C